C(C)(=O)C1=CC=C(C2=C1C=C(O2)C(=O)O)OC 4-ACETYL-7-METHOXY-1-BENZOFURAN-2-CARBOXYLIC ACID